C(C)OC(=O)C=1N=C(SC1)N1N=C(C(=C1CC1CC1)CC1=CC(=C(C(=C1)F)S(N)(=O)=O)F)C1=CC=C(C=C1)F 2-[5-(cyclopropylmethyl)-4-[(3,5-difluoro-4-sulfamoylphenyl)methyl]-3-(4-fluorophenyl)pyrazol-1-yl]-1,3-thiazole-4-carboxylic acid ethyl ester